C(C)(=O)C1=CN(C2=CC=C(C=C12)C1=CN=NC=C1)CC(=O)N1[C@@H](C[C@H](C1)F)C(=O)NC(C)C=1OC2=C(C1C)C=C(C=C2)F (2S,4R)-1-(2-(3-acetyl-5-(pyridazin-4-yl)-1H-indol-1-yl)acetyl)-4-fluoro-N-(1-(5-fluoro-3-methylbenzofuran-2-yl)ethyl)pyrrolidine-2-carboxamide